C(C)(C)C1=CC=C(C=C1)S(=O)(=O)C1C(C(C2=CC=CC=C12)=O)=O (4-isopropylbenzenesulfonyl)-1,2-indandione